ClC1=NC=C(C(=C1)N1CCC(CC1)C(C)(C)O)I 2-(1-(2-chloro-5-iodopyridin-4-yl)piperidin-4-yl)propan-2-ol